(R)-N-(6-(2H-1,2,3-triazol-2-yl)-5-(trifluoromethyl)pyridin-3-yl)-2-chloro-8,8-dimethyl-7,8-dihydro-6H-cyclopenta[e]pyrazolo[1,5-a]pyrimidine-6-carboxamide N=1N(N=CC1)C1=C(C=C(C=N1)NC(=O)[C@@H]1CC(C2=C1C=NC=1N2N=C(C1)Cl)(C)C)C(F)(F)F